sodium (sec-butyl)potassium 2-methyl-2-methyl-malonate CC(C(=O)[O-])(C(=O)[O-])C.C(C)(CC)[K].[Na+].[Na+]